3-[2'-fluoro-5'-methoxy-4-(tetrahydro-pyran-2-yloxymethyl)-biphenyl-2-yl]-3-methoxy-2,2-dimethyl-propionitrile FC1=C(C=C(C=C1)OC)C1=C(C=C(C=C1)COC1OCCCC1)C(C(C#N)(C)C)OC